3-(6-(azetidin-3-yl-3-d)pyridin-3-yl)-5-(2,3-dihydro-1H-inden-4-yl)-6-methoxy-1H-pyrazolo[4,3-b]pyridine N1CC(C1)([2H])C1=CC=C(C=N1)C1=NNC=2C1=NC(=C(C2)OC)C2=C1CCCC1=CC=C2